2-amino-N-((2-(2,6-dioxopiperidin-3-yl)-1-oxoisoindolin-5-yl)methyl)-2-methylpropanamide NC(C(=O)NCC=1C=C2CN(C(C2=CC1)=O)C1C(NC(CC1)=O)=O)(C)C